z,14z,17z-eicosatrienoic acid C(\C=C/C=CC=CCCCCCCCCCCCCC)(=O)O